C(C)(C)(C)NC1=NC(=NC=C1C(=O)N)NC1CCC(CC1)OC(F)F 4-(tert-butylamino)-2-((1r,4r)-4-(difluoromethoxy)cyclohexylamino)pyrimidine-5-carboxamide